3-(4-bromobutyl)-2-(1H-pyrazol-5-yl)benzonitrile BrCCCCC=1C(=C(C#N)C=CC1)C1=CC=NN1